O[C@]1(COCC2=C1NC(C1=C2C=C(S1)C=1C=NNC1)=O)C#CC (R)-4-hydroxy-4-(prop-1-yn-1-yl)-8-(1H-pyrazol-4-yl)-1,3,4,5-tetrahydro-6H-pyrano[4,3-b]thieno[3,2-d]pyridin-6-one